P(=O)([O-])([O-])[O-].[NH4+].[Mg+2] magnesium (ammonium) phosphate